(R)-5-((((6-(2-chloro-3-(3-chloro-2-(1-methyl-3-(((tetrahydro-2H-pyran-4-yl)amino)methyl)-1H-indol-6-yl)pyridin-4-yl)phenyl)-2-methoxypyridin-3-yl)methyl)amino)methyl)pyrrolidin-2-one ClC1=C(C=CC=C1C1=C(C(=NC=C1)C1=CC=C2C(=CN(C2=C1)C)CNC1CCOCC1)Cl)C1=CC=C(C(=N1)OC)CNC[C@H]1CCC(N1)=O